2-[(2S)-2-amino-4-methylpentyl]-3,5-dichloro-N-[(1,3-thiazol-2-yl)methyl]thieno[3,2-b]pyridin-7-amine N[C@H](CC1=C(C2=NC(=CC(=C2S1)NCC=1SC=CN1)Cl)Cl)CC(C)C